2-(4-pyridyl)benzaldehyde N1=CC=C(C=C1)C1=C(C=O)C=CC=C1